tert-butyl (3-(4-amino-7-bromo-3-(3-fluoro-4-((4-methylpyrimidin-2-yl)oxy)phenyl)thieno[3,2-c]pyridin-2-yl)prop-2-yn-1-yl)carbamate NC1=NC=C(C2=C1C(=C(S2)C#CCNC(OC(C)(C)C)=O)C2=CC(=C(C=C2)OC2=NC=CC(=N2)C)F)Br